O1C(CCCC1)OCCC#CCC1=NNC=C1B1OC(C(O1)(C)C)(C)C (5-tetrahydropyran-2-yloxypent-2-ynyl)-4-(4,4,5,5-tetramethyl-1,3,2-dioxaborolan-2-yl)pyrazole